(2-indolylethyl)-2-anilinobenzamide N1C(=CC2=CC=CC=C12)CCC=1C(=C(C(=O)N)C=CC1)NC1=CC=CC=C1